5-hydroxymethyl-2-pyrrolidone p-toluenesulfonate CC1=CC=C(C=C1)S(=O)(=O)O.OCC1CCC(N1)=O